C(C)(C)(C)OC(=O)N1CCC(CC1)CC(=O)O 1-tert-butyloxycarbonyl-4-piperidineacetic acid